17beta-oestradiol C[C@]12CC[C@H]3[C@H]([C@@H]1CC[C@@H]2O)CCC4=C3C=CC(=C4)O